2-[3-cis-(trifluoromethoxy)cyclobutoxy]Acetamide HCl salt Cl.FC(OC1(CCC1)OCC(=O)N)(F)F